2,3,5,6-tetramethylbenzoic acid CC1=C(C(=O)O)C(=C(C=C1C)C)C